prop-1-ene-1,1,2,3-tetrayltetrabenzene C(=C(CC1=CC=CC=C1)C1=CC=CC=C1)(C1=CC=CC=C1)C1=CC=CC=C1